C[C@@H]1OC2=C(N(C1)C(=O)C1=C(C=CC(=C1)N1N=CN=C1)OC)C=CC=C2C [(2S)-2,3-Dihydro-2,8-dimethyl-4H-1,4-benzoxazin-4-yl][2-methoxy-5-(1H-1,2,4-triazol-1-yl)phenyl]methanone